(R)-tert-butyl (1-((5-aminonaphthalen-1-yl)amino)-1-oxo-3-(tritylthio)propan-2-yl)carbamate NC1=C2C=CC=C(C2=CC=C1)NC([C@H](CSC(C1=CC=CC=C1)(C1=CC=CC=C1)C1=CC=CC=C1)NC(OC(C)(C)C)=O)=O